NCC(CO)COCCOCC#C 2-(aminomethyl)-3-(2-prop-2-ynoxyethoxy)propan-1-ol